2-(3-ethyl-4-(2-fluoro-4-hydroxy-3-isopropylbenzyl)-5-methylphenoxy)-N-methylacetamide C(C)C=1C=C(OCC(=O)NC)C=C(C1CC1=C(C(=C(C=C1)O)C(C)C)F)C